5-(4-((benzylcarbamoyl)(trans-4-((5-cyanopyridin-2-yl)amino)cyclohexyl)amino)phenyl)-2-furamide C(C1=CC=CC=C1)NC(=O)N(C1=CC=C(C=C1)C1=CC=C(O1)C(=O)N)[C@@H]1CC[C@H](CC1)NC1=NC=C(C=C1)C#N